C1(=CC=CC=C1)C1=NN(C=C1)C1=CC=CC2=CC=CC=C12 4-(3-phenyl-1H-pyrazol-1-yl)naphthalene